trifluoromethoxyazetidin FC(ON1CCC1)(F)F